5-Chloro-6-(difluoro-4-((E)-2-((1R,5S,6s)-3-methyl-3-azabicyclo[3.1.0]hex-6-yl)vinyl)phenyl)-N-(2,2,2-trifluoroethyl)-[1,2,4]triazolo[1,5-a]pyrimidin-7-amine ClC1=NC=2N(C(=C1C1=C(C(=C(C=C1)\C=C\C1[C@@H]3CN(C[C@H]13)C)F)F)NCC(F)(F)F)N=CN2